7-bromo-2-(1-methyl-4-piperidyl)imidazo[1,2-a]pyridine BrC1=CC=2N(C=C1)C=C(N2)C2CCN(CC2)C